FC1=C(CN2CCN(CC2)C(=O)C2=CC=C3C=CC(NC3=C2)=O)C=CC(=C1)C(F)(F)F 7-(4-(2-fluoro-4-(trifluoromethyl)benzyl)piperazine-1-carbonyl)quinolin-2(1H)-one